FC(C(C(C(C(C(C(F)(F)F)(F)F)(F)F)(F)F)(F)F)(F)F)(S(=O)(=O)O)C(F)(F)F Perfluoromethylheptanesulfonic acid